(1RS,3SR)-5'-bromo-4'-chloro-3-methyl-1',2'-dihydrospiro[cyclopentane-1,3'-pyrrolo[2,3-b]pyridine]-3-carbonitrile BrC=1C(=C2C(=NC1)NC[C@]21C[C@](CC1)(C#N)C)Cl |r|